C(C)(C)(C)OC(=O)N(C1=NC=CC(=C1)C=1OC=C(N1)C(=O)NC=1C(=NN(C1)C)C=1C=C(C=NC1)C(=O)O)CC(F)(F)F 5-[4-[[2-[2-[tert-butoxycarbonyl(2,2,2-trifluoroethyl)amino]-4-pyridyl]oxazole-4-carbonyl]amino]-1-methyl-pyrazol-3-yl]pyridine-3-carboxylic acid